C(C)(C)(C)OC(=O)N1[C@H]2CN(C[C@@H]1CC2)C2=NC(=NC1=C(C(=C(C=C21)Cl)Br)F)Cl.C(C)OS(=O)(=O)OCC.C(C(=C)C)(=O)OCCN(C)C N,N-dimethylaminoethyl methacrylate diethyl-sulfate tertbutyl-(1R,5S)-3-(7-bromo-2,6-dichloro-8-fluoroquinazolin-4-yl)-3,8-diazabicyclo[3.2.1]octane-8-carboxylate